C(C)C(CCCCC)C1(C(NC(NC1=O)=O)=O)C1=CC=CC=C1 1-ethylhexyl-5-phenylbarbituric acid